COC=1C=C(C=CC1OC)C1=NOC(=N1)C1CCN(CC1)C(CNC(C1=C(C=CC=C1)OC)=O)=O N-[2-[4-[3-(3,4-dimethoxyphenyl)-1,2,4-oxadiazol-5-yl]-1-piperidinyl]-2-oxo-ethyl]-2-methoxy-benzamide